C=C(CCN1CCC(CC1)CCCC1CCN(CC1)CCC(C=CC=C)=C)C=CC=C 1,3-bis(1-(3-methylenehepta-4,6-dienyl)piperidin-4-yl)propane